N1=CC=C(C=C1)C=1C=CC=2N(N1)C=C(N2)CC(=O)OCC ethyl 2-(6-(pyridin-4-yl)imidazo[1,2-b]pyridazin-2-yl)acetate